4-((3-(4-(((1S,4S)-4-(diethylamino)cyclohexyl)amino)-1-(2,2,2-trifluoroethyl)-1H-indol-2-yl)prop-2-yn-1-yl)amino)-3-methoxybenzene-sulfonamide C(C)N(C1CCC(CC1)NC1=C2C=C(N(C2=CC=C1)CC(F)(F)F)C#CCNC1=C(C=C(C=C1)S(=O)(=O)N)OC)CC